CN1C2=C(CCCC1)N=C(C=C2)N 5-methyl-6,7,8,9-tetrahydro-5H-pyrido[3,2-b]azepin-2-amine